COC(C1=C(C=C(C=C1)Cl)C=1SC(=CC1)Br)=O 2-(5-bromothiophen-2-yl)-4-chlorobenzoic acid methyl ester